FC1=C2C(C=C(NC2=CC(=C1CCC1CCOCC1)F)C1=C(C=CC(=C1)C)S(=O)(=O)C)=O 5,7-Difluoro-2-(5-methyl-2-(methylsulfonyl)phenyl)-6-(2-(tetrahydro-2H-pyran-4-yl)ethyl)quinolin-4(1H)-one